C1(CC1)C1=CC2=C(C(NN=C2C(C)C)=O)S1 2-cyclopropyl-4-isopropyl-6H-thieno[2,3-d]pyridazin-7-one